1,4-di-[(2-hydroxyethyl)amino]-9,10-anthraquinone OCCNC1=CC=C(C=2C(C3=CC=CC=C3C(C12)=O)=O)NCCO